[Cs+].[O-2].[Cs+] cesium oxide, cesium salt